C(C)(C)(C)OC(=O)NCC=1C=C(OC2=C(C=C(C=C2)NC2=C3C=C(NC3=C(C=C2)F)C(=O)OCC)Cl)C=CC1 Ethyl 4-((4-(3-(((tert-butoxycarbonyl) amino) methyl) phenoxy)-3-chlorophenyl) amino)-7-fluoro-1H-indole-2-carboxylate